FC(CN1N=NC(=C1)C(=O)NCC=1SC(=NN1)C1=CC=NC=C1)F 1-(2,2-difluoroethyl)-N-((5-(pyridin-4-yl)-1,3,4-thiadiazol-2-yl)methyl)-1H-1,2,3-triazole-4-carboxamide